CC1(CCC1)C(=O)N1CCC(CC1)C1CCN(CC1)[C@@H]1[C@H](CCCC1)OC=1C=C2CN(C(C2=CC1)=O)C1C(NC(CC1)=O)=O 3-(5-(((1S,2S)-2-(1'-(1-methylcyclobutane-1-carbonyl)-[4,4'-bipiperidin]-1-yl)cyclohexyl)oxy)-1-oxoisoindolin-2-yl)piperidine-2,6-dione